(Z)-tolylvinylboronate C1(=C(C=CC=C1)\C=C/B([O-])[O-])C